(R)-4-(1-(3-methyl-4-(o-tolylcarbamoyl)benzenesulfonylamino)ethyl)piperidine-1-carboxylic acid tert-butyl ester C(C)(C)(C)OC(=O)N1CCC(CC1)[C@@H](C)NS(=O)(=O)C1=CC(=C(C=C1)C(NC1=C(C=CC=C1)C)=O)C